5-((1R,4R)-5-((4'-chloro-5,5-dimethyl-3,4,5,6-tetrahydro-[1,1'-biphenyl]-2-yl)methyl)-2,5-diazabicyclo[2.2.1]heptane-2-carbonyl)-2-(2,6-dioxopiperidin-3-yl)isoindole ClC1=CC=C(C=C1)C1=C(CCC(C1)(C)C)CN1[C@H]2CN([C@@H](C1)C2)C(=O)C2=CC1=CN(C=C1C=C2)C2C(NC(CC2)=O)=O